2,6-difluoro-3-pyrrolylphenylferrocene FC1=C(C(=CC=C1C=1NC=CC1)F)[C-]1C=CC=C1.[CH-]1C=CC=C1.[Fe+2]